2-(pyridin-2-yl)cyclopropane-1-carboxamide N1=C(C=CC=C1)C1C(C1)C(=O)N